C1(CCCCC1)N1CCN(CC1)C(=O)N(C1=CC(=CC=C1)F)CC=1N=C2N(C=CC(=C2)C=2OC(=NN2)C(F)F)C1 4-cyclohexyl-N-((7-(5-(difluoromethyl)-1,3,4-oxadiazol-2-yl)imidazo[1,2-a]pyridin-2-yl)methyl)-N-(3-fluorophenyl)piperazine-1-carboxamide